CC=1OC(=CN1)S(=O)(=O)N1CCC(CC1)C=1C(=CC=2N(N1)N=CN2)C 2-methyl-5-((4-(7-methyl-[1,2,4]triazolo[1,5-b]pyridazin-6-yl)piperidin-1-yl)sulfonyl)oxazole